(E)-1-methyl-4-(4-(trifluoromethyl)styryl)benzene CC1=CC=C(C=C1)\C=C\C1=CC=C(C=C1)C(F)(F)F